N[C@@H](CC(C)C)C(=O)NCC(=O)NCC(=O)O leucyl-glycyl-glycine